CC1=CC=C(C=C1)S(=O)(=O)OC=1C=C(C=CC1)NC(N)=O N'-(3-p-toluenesulfonyloxyphenyl)urea